C(C(=O)C)(=O)C1NC=2C(NC(=NC2NC1)N)=O 6-pyruvoyl-tetrahydropterin